5-[4-amino-5-(trifluoromethyl)pyrrolo[2,1-f][1,2,4]triazin-7-yl]-N-{4-fluoro-1-[(quinolin-8-yl)methyl]pyrrolidin-3-yl}-2-methoxypyridine-3-carboxamide NC1=NC=NN2C1=C(C=C2C=2C=C(C(=NC2)OC)C(=O)NC2CN(CC2F)CC=2C=CC=C1C=CC=NC21)C(F)(F)F